ClC=1C=C(C=CC1F)NC(N(C)[C@H](C)C1=CN=C(C2=CC=CC=C12)C(=O)N)=O (R)-4-(1-(3-(3-chloro-4-fluorophenyl)-1-methylureido)ethyl)isoquinoline-1-carboxamide